(S or R)-N-(2-(methylamino)propyl)-7-oxo-7H-benzo[h]pyrido[2,1-b]quinazoline-12-carboxamide CN[C@H](CNC(=O)C1=CC=CN2C1=NC=1C3=C(C=CC1C2=O)C=CC=C3)C |o1:2|